S(=O)(=O)(O)OS(=O)(=O)O.C1=CC=CC2=CC=CC=C12 Naphthalene disulfate